C1(CCCCC1)NC1=NC=C(C(=N1)N[C@H]1C[C@H](CCC1)O)C#N 2-(cyclohexylamino)-4-((1R,3S)-3-hydroxycyclohexylamino)pyrimidine-5-carbonitrile